CC1=C(C(=CC=C1)C)C1=CC(=CC=C1)C=1N=C(SC1)NC(=O)[C@H]1N(CC1)C(=O)C1=CN(C=C1)S(=O)(=O)C (S)-N-(4-(2',6'-dimethyl-[1,1'-biphenyl]-3-yl)thiazol-2-yl)-1-(1-(methylsulfonyl)-1H-pyrrole-3-carbonyl)azetidine-2-carboxamide